fumaric acid 4-(2-(1H-imidazol-1-yl)ethoxy)-3-methoxybenzoate N1(C=NC=C1)CCOC1=C(C=C(C(=O)O)C=C1)OC.C(\C=C\C(=O)O)(=O)O